F[C@@]1(C[C@H](N(C1)C(CNC(CCCOC1=CC=CC=C1)=O)=O)C(=O)O)COC (2S,4R)-4-fluoro-4-(methoxymethyl)-1-((4-phenoxybutyryl)glycyl)pyrrolidine-2-carboxylic acid